N1CC(C1)N1CCC(CC1)COC1=CC(=C2C(NC(=NC2=C1)COC1CCOCC1)=O)F 7-((1-(azetidin-3-yl)piperidin-4-yl)methoxy)-5-fluoro-2-(((tetrahydro-2H-pyran-4-yl)oxy)methyl)quinazolin-4(3H)-one